sodium (S)-3-(3-(1,5-dimethyl-4-oxido-2-oxo-1,2-dihydropyridin-3-yl)ureido)-3-(4'-fluoro-3'-methylbiphenyl-3-yl)propanoate CN1C(C(=C(C(=C1)C)[O-])NC(N[C@@H](CC(=O)[O-])C=1C=C(C=CC1)C1=CC(=C(C=C1)F)C)=O)=O.[Na+].[Na+]